N(C(=N)N)CCC(=O)O 3-guanidino-propionic acid